ClC=1C=C(C=NC1N1N=CC=N1)NC(=O)C=1C=NN(C1C(F)(F)F)C=1C=2N(C(=CC1)C(=O)N)N=CC2 4-(4-((5-chloro-6-(2H-1,2,3-triazol-2-yl)pyridin-3-yl)carbamoyl)-5-(trifluoromethyl)-1H-pyrazol-1-yl)pyrazolo[1,5-a]pyridine-7-carboxamide